methyl-2H-dispiro[acenaphthylen-1,3'-pyrrolidin-2',3''-indoline]-2,2''-dione CN1C(C2(C3=CC=CC=C13)NCCC21C(C2=CC=CC3=CC=CC1=C23)=O)=O